Sulfoethyl Methacrylate C(C(=C)C)(=O)OCCS(=O)(=O)O